CC1=NC2=CC=CC=C2C(N1)=O 2-methyl-4-oxo-3,4-dihydro-quinazoline